(6-chlorobenzothiazol-2-yl)-3,7-dimethyloctane-1,6-diol ClC1=CC2=C(N=C(S2)C(CC(CCC(C(C)C)O)C)O)C=C1